3-acetyl-8-bromo-5-chloro-2-((1-phenylethyl)sulfinyl)quinolin-4(1H)-one C(C)(=O)C1=C(NC2=C(C=CC(=C2C1=O)Cl)Br)S(=O)C(C)C1=CC=CC=C1